ClC1=CC(=C(OCC=2C=C(C=NC2)C#N)C=C1OC1CCC2=C(C=CC=C12)C1=CC=CC=C1)CNCC1=NN=NN1 5-[[4-chloro-5-(4-phenylindan-1-yl)oxy-2-[(1H-tetrazol-5-ylmethyl-amino)methyl]phenoxy]methyl]pyridine-3-carbonitrile